NC1=CC(=C(C=C1)[C@H]1N(CCOC1)C(=O)OC(C)(C)C)C tert-butyl (3R)-3-(4-amino-2-methyl-phenyl)morpholine-4-carboxylate